4-(Dimethylamino)-benzaldehyde CN(C1=CC=C(C=O)C=C1)C